5-(3-chloroimidazo[1,2-a]pyrimidin-6-yl)-N-(2-methyl-2-azaspiro[3.3]heptan-6-yl)pyrrolo[2,1-f][1,2,4]triazin-2-amine ClC1=CN=C2N1C=C(C=N2)C=2C=CN1N=C(N=CC12)NC1CC2(CN(C2)C)C1